ClC=1C=C(C=CC1F)NC(=O)C1=C(N=CN1C)C1CC2CC(CC2C1)(O)C1=C(C(=NN1C)C(C)(C)O)F N-(3-chloro-4-fluorophenyl)-4-(5-(4-fluoro-3-(2-hydroxypropan-2-yl)-1-methyl-1H-pyrazol-5-yl)-5-hydroxyoctahydro-pentalen-2-yl)-1-methyl-1H-imidazole-5-carboxamide